N-(4-methyl-3-((3-(9-(tetrahydro-2H-pyran-2-yl)-9H-purin-6-yl)pyridin-2-yl)amino)phenyl)-2-(oxetan-3-yl)isonicotinamide CC1=C(C=C(C=C1)NC(C1=CC(=NC=C1)C1COC1)=O)NC1=NC=CC=C1C1=C2N=CN(C2=NC=N1)C1OCCCC1